N1C(NCCC1)=CC(=O)C1=CC=C(C=C1)C(F)(F)F 2-(tetrahydropyrimidin-2(1H)-ylidene)-1-(4-(trifluoromethyl)phenyl)ethan-1-one